8-((2-fluorobenzyl)sulfonyl)-1,3,7-trimethyl-1H-purine-2,6(3H,7H)-dione FC1=C(CS(=O)(=O)C2=NC=3N(C(N(C(C3N2C)=O)C)=O)C)C=CC=C1